(R)-1-(3,4-difluorobenzyl)-6-(methoxymethyl)piperidine-2,3-dione FC=1C=C(CN2C(C(CC[C@@H]2COC)=O)=O)C=CC1F